4-chloro-1-((1-(cyclopropanecarbonyl)pyrrolidin-3-yl)methyl)-N-(3-fluoro-5-(phenylethynyl)pyridin-2-yl)-1H-pyrazole-5-carboxamide ClC=1C=NN(C1C(=O)NC1=NC=C(C=C1F)C#CC1=CC=CC=C1)CC1CN(CC1)C(=O)C1CC1